N-(2-naphthylmethyl)quinoline C1=C(C=CC2=CC=CC=C12)CN1CC=CC2=CC=CC=C12